Cl.N[C@@H]1CN(CC[C@H]1F)C1=NC2=C(N1CC1=NC=C(C#N)C=C1)C=C(C=C2)F 6-((2-((3R,4R)-3-Amino-4-fluoropiperidin-1-yl)-6-fluoro-1H-benzo[d]imidazol-1-yl)methyl)nicotinonitril-hydrochlorid